FC(S(=O)(=O)[O-])(F)F.C(CCC)N1C=[N+](C=C1)C 1-Butyl-3-methylimidazolium trifluoro-methansulfonat